tert-butyl ((2S,3S)-5-(tert-butyldimethylsilyl)-3-methyl-1-oxopent-4-en-2-yl)carbamate [Si](C)(C)(C(C)(C)C)C=C[C@@H]([C@@H](C=O)NC(OC(C)(C)C)=O)C